BrC=1C=C2C(C=C(OC2=CC1C(=O)O)C(=O)N1CCCC1)=O 6-bromo-4-oxo-2-(pyrrolidine-1-carbonyl)-4H-chromene-7-carboxylic acid